C(C)OC1=CC=C(N=N1)CN[C@@H](COC)C (R)-N-((6-ethoxypyridazin-3-yl)methyl)-1-methoxypropan-2-amine